tert-butyl (E)-6-(1-(8-chloro-2-methyl-1-oxo-1,2-dihydrophthalazin-5-yl)-2-methoxyvinyl)-2-azaspiro[3.3]heptane-2-carboxylate ClC=1C=CC(=C2C=NN(C(C12)=O)C)\C(=C\OC)\C1CC2(CN(C2)C(=O)OC(C)(C)C)C1